NC1=NC(=CC(=C1)C1=C(C=C(C#N)C=C1)C1=NN=CN1C(F)F)C1CC1 4-(2-amino-6-cyclopropylpyridin-4-yl)-3-[4-(difluoromethyl)-1,2,4-triazol-3-yl]benzonitrile